2-(2-hydroxyethyl)-propionate OCCC(C(=O)[O-])C